(S)-2-(7-(3-methyl-1H-pyrrolo[2,3-b]pyridin-5-yl)-2-(2,2,2-trifluoroethyl)-1,2,3,4-Tetrahydroisoquinolin-5-yl)pyrrolidine-1-carboxylate CC1=CNC2=NC=C(C=C21)C2=CC(=C1CCN(CC1=C2)CC(F)(F)F)[C@H]2N(CCC2)C(=O)[O-]